COC=1C=C(CN2CC3=C(CC2)C(=C(S3)NC(=O)NCCCCN3CCCC3)C(=O)N)C=C(C1OC)OC 6-(3,4,5-trimethoxybenzyl)-2-{3-[4-(pyrrolidin-1-yl)butyl]ureido}-4,5,6,7-tetrahydrothieno[2,3-c]pyridine-3-carboxamide